ClC1=CC=C(C=C1)C=1N(C(N(C1)CC1=NN(C(=N1)[C@H](C)O)C1=C(C(=CC=C1)F)OC)=O)C[C@@H](C(F)(F)F)O 4-(4-chlorophenyl)-1-((1-(2-methoxy-3-fluorophenyl)-5-((S)-1-hydroxyethyl)-1H-1,2,4-triazol-3-yl)methyl)-3-((S)-3,3,3-trifluoro-2-hydroxypropyl)-1,3-dihydro-2H-imidazol-2-one